C(C1=CC=CC=C1)OC=1C(=C(C=C(C1)CC1=CC=C(C=C1)S(=O)(=O)O)CC1=CC=C(C=C1)S(=O)(=O)O)C(=O)N1CC2=CC(=CC=C2CC1)C=O.C(=O)(O)C1=C2C(CC2)=CC=C1 4-CARBOXYL-BENZOCYCLOBUTENE 5-(benzyloxy)-4-(7-formyl-1,2,3,4-tetrahydroisoquinoline-2-carbonyl)-1,3-phenylenedi(4-toluenesulfonate)